C(CC=C)OC1=NC(=NN2C1=NC=C2)C=2C=C(C=CC2)[C@@H](C)NCC (R)-1-(3-(4-(but-3-en-1-yloxy)imidazo[2,1-f][1,2,4]triazin-2-yl)phenyl)-N-ethylethan-1-amine